C(#N)[B-](C#N)(C#N)C#N.C(C)N1C(N(C(=C1C)C)CCCCC)C 1-ethyl-2,4,5-trimethyl-3-amyl-imidazole tetra-cyanoborate